3-(((E)-(1-(2-chlorophenyl)-beta-carbolin-3-yl)methylene)hydrazino)indol-2-one 7-Benzyl-1-ethyl-4-oxo-1,4-dihydro-1,8-NAPHTHYRIDINE-3-carboxylate C(C1=CC=CC=C1)C1=CC=C2C(C(=CN(C2=N1)CC)C(=O)O)=O.ClC1=C(C=CC=C1)C1=NC(=CC=2C3=CC=CC=C3NC12)\C=N\NC=1C(N=C2C=CC=CC12)=O